1-(5-(1-ethyl-6,6-dimethyl-4,5,6,7-tetrahydro-1H-indazol-3-yl)-1,2,4-oxadiazol-3-yl)-1,2,3,4-tetrahydroquinoline-6-carbaldehyde C(C)N1N=C(C=2CCC(CC12)(C)C)C1=NC(=NO1)N1CCCC2=CC(=CC=C12)C=O